ClC1=NC=C(C2=C1C(N(C2(O)C2=C(C=CC(=C2)F)Cl)CC2=CC=C(C=C2)OC)=O)C2=C(C(=O)N)C=C(C=C2F)C(F)(F)F [4-chloro-1-(2-chloro-5-fluorophenyl)-1-hydroxy-2-[(4-methoxyphenyl)methyl]-3-oxo-2,3-dihydro-1H-pyrrolo[4,3-c]pyridin-7-yl]-3-fluoro-5-(trifluoromethyl)benzamide